(R)-2-((1-(2-(4,4-difluorocyclohexyl)-6-methyl-4-oxo-4H-chromen-8-yl)ethyl)amino)benzoic acid FC1(CCC(CC1)C=1OC2=C(C=C(C=C2C(C1)=O)C)[C@@H](C)NC1=C(C(=O)O)C=CC=C1)F